dicyclopentanyl ethylene oxide acrylate C(C=C)(=O)O.C1(CCCC1)C1C(C2CCCC2)O1